C1(=CC=CC=C1)C(C1=CC=CC=C1)=NC1=CN=CC2=CC=CC(=C12)CCO 2-(4-((diphenylmethylene)amino)isoquinolin-5-yl)ethan-1-ol